C(C)C1=NC(=NO1)C=1C=C2CC[C@H](C2=CC1)NC(=O)[C@H]1CC(NCC1)=O (R)-N-((R)-5-(5-ethyl-1,2,4-oxadiazol-3-yl)-2,3-dihydro-1H-inden-1-yl)-2-oxopiperidine-4-carboxamide